C(CC1=CC=CC=C1)C1CCNCC1 4-phenethyl-piperidine